5-Methyl-1-(1-(4-((3aR,5r,6aS)-2-(2-(methylsulfonyl)ethyl)octahydrocyclopenta[c]pyrrol-5-yl)benzyl)-1H-indol-5-yl)-1H-pyrazol-3-carboxamid CC1=CC(=NN1C=1C=C2C=CN(C2=CC1)CC1=CC=C(C=C1)C1C[C@@H]2[C@@H](CN(C2)CCS(=O)(=O)C)C1)C(=O)N